5-(methylthio)furan-2-carboxamide CSC1=CC=C(O1)C(=O)N